BrC=1C2=C(C(=NC1)S(=O)(=O)C)C1(OCCO1)CC2 4-bromo-1-(methylsulfonyl)-5,6-dihydrospiro[cyclopenta[c]pyridine-7,2'-[1,3]dioxolane]